(S)-1-(3-(2-(3-(1H-pyrazol-4-yl)benzoylamino)-1-phenyl-1H-imidazol-4-yl)propionyl)piperidine-3-carboxylic acid N1N=CC(=C1)C=1C=C(C(=O)NC=2N(C=C(N2)CCC(=O)N2C[C@H](CCC2)C(=O)O)C2=CC=CC=C2)C=CC1